(R)-3-(2,2-difluoroethyl)piperidine FC(C[C@@H]1CNCCC1)F